2-[[(1R)-1-(3,6-Dimethyl-4-oxo-2-phenyl-chromen-8-yl)ethyl]amino]-6-fluoro-benzonitrile CC1=C(OC2=C(C=C(C=C2C1=O)C)[C@@H](C)NC1=C(C#N)C(=CC=C1)F)C1=CC=CC=C1